2-(2'-Hydroxy-3'-methoxyphenyl)-benzotriazole OC1=C(C=CC=C1OC)N1N=C2C(=N1)C=CC=C2